2-(1-(2-(2,6-dioxopiperidin-3-yl)-1,3-dioxoisoindolin-5-yl)piperidin-4-yl)ethyl ((R)-1-(5-carbamoyl-6-((4-(methylsulfonyl)phenyl)amino)pyrazin-2-yl)piperidin-3-yl)carbamate C(N)(=O)C=1N=CC(=NC1NC1=CC=C(C=C1)S(=O)(=O)C)N1C[C@@H](CCC1)NC(OCCC1CCN(CC1)C=1C=C2C(N(C(C2=CC1)=O)C1C(NC(CC1)=O)=O)=O)=O